N-(3-(4-((3-chloro-4-((1-methyl-1H-benzo[d]imidazol-5-yl)oxy)phenyl)amino)pyrido[3,2-d]pyrimidin-6-yl)allyl)-N-methylacrylamide ClC=1C=C(C=CC1OC1=CC2=C(N(C=N2)C)C=C1)NC=1C2=C(N=CN1)C=CC(=N2)C=CCN(C(C=C)=O)C